2-bromo-1-(2,6-dimethoxypyridin-3-yl)ethan-1-one BrCC(=O)C=1C(=NC(=CC1)OC)OC